2-(4-(2-(3-(1-(5-chloropyrimidin-2-yl)piperidin-4-yl)cyclobutyl)ethoxy)-2-fluorophenyl)acetic acid ClC=1C=NC(=NC1)N1CCC(CC1)C1CC(C1)CCOC1=CC(=C(C=C1)CC(=O)O)F